5,5-dimethyl-5H-indeno[1,2-d]Pyrimidine CC1(C2=CC=CC=C2C=2N=CN=CC21)C